undecylic acid vanillylamide C(C1=CC(OC)=C(O)C=C1)NC(CCCCCCCCCC)=O